CC(C)C(CC[C@@H](C)[C@H]1CC[C@H]2[C@@H]3CC=C4C[C@H](CC[C@]4(C)[C@H]3CC[C@]12C)O)O cholest-5-en-3β,24-S-diol